FC(C[C@@H](C(=O)NC1=NC=CC(=C1)C1=C(C2=NC(=CC(=C2N1)[C@@H]1OCCC1)F)C1=NC=CC=C1)C1=CC=C(C=C1)F)F (2R)-4,4-difluoro-N-(4-{5-fluoro-7-[(2R)-oxolan-2-yl]-3-(pyridin-2-yl)-1H-pyrrolo[3,2-b]pyridin-2-yl}pyridin-2-yl)-2-(4-fluorophenyl)butanamide